N1CCC(CC1)CN1CCOCC1 4-[(piperidin-4-yl)methyl]morpholine